NCCC=1C=CC(=NC1)C1=C(C=C(C#N)C=C1)OC=1N(N=C(C1)C1CCOCC1)C 4-[5-(2-aminoethyl)pyridin-2-yl]-3-[2-methyl-5-(oxan-4-yl)pyrazol-3-yl]oxybenzonitrile